1-(5-cyclopropyl-6-fluoropyridin-2-yl)ethan-1-ol C1(CC1)C=1C=CC(=NC1F)C(C)O